CS(=O)(=O)[O-].C[NH+]1CC(CCC1)CCCC 1-Methyl-3-butylpiperidinium methansulfonat